(5R,6R)-6-Fluoro-5-methyl-5-(8-(prop-1-yn-1-yl)dibenzo[b,d]thiophen-2-yl)morpholin-3-imine F[C@H]1OCC(N[C@@]1(C1=CC2=C(SC3=C2C=C(C=C3)C#CC)C=C1)C)=N